NC1=NC=2C(=C3C(=NC2)NC=C3)N1N1CCC(CC1)CC#N 2-(1-(2-aminoimidazo[4,5-d]pyrrolo[2,3-b]pyridine-1(6H)-yl)piperidin-4-yl)acetonitrile